OC1[C@H](N)[C@@H](O)[C@H](O)[C@H](O1)CO (+)-glucosamine